NC=1C=2N(C=CN1)C(=CN2)C(=O)C2=C(C=NC(=C2)C2=CC(=C(C=C2)F)F)N2CC(CCC2)(C(NC)=O)NC(OC(C)(C)C)=O tert-butyl (1-(4-(8-aminoimidazo[1,2-a]pyrazine-3-carbonyl)-6-(3,4-difluorophenyl)pyridin-3-yl)-3-(methylcarbamoyl)piperidin-3-yl)carbamate